chloro-6-formyl-[1,1'-biphenyl]-3-carbonitrile ClC1=C(C(=CC=C1C#N)C=O)C1=CC=CC=C1